(S)-4-(7-fluoroimidazo[1,2-a]pyridin-3-yl)-7-((6-(((2-hydroxyethyl)(methyl)amino)methyl)-5-(tetrahydrofuran-3-yl)pyridin-2-yl)amino)isoindolin-1-one FC1=CC=2N(C=C1)C(=CN2)C2=C1CNC(C1=C(C=C2)NC2=NC(=C(C=C2)[C@H]2COCC2)CN(C)CCO)=O